COCC1CC(C1)OC=1C=CC2=C(N=C(O2)C2=C3C=C(N=CC3=C(N=C2)NC)NC(=O)C2CC2)C1 N-(5-(5-((1s,3s)-3-(methoxymethyl)cyclobutoxy)benzo[d]oxazol-2-yl)-8-(methylamino)-2,7-naphthyridin-3-yl)cyclopropanecarboxamide